(+/-)-trans-3-((2,6-dichloro-5-fluoropyridin-4-yl)amino)bicyclo[2.2.2]Octane-2-carboxylic acid methyl ester COC(=O)C1C2CCC(C1NC1=CC(=NC(=C1F)Cl)Cl)CC2